((2R,6R)-4-(1H-indole-6-carbonyl)-2,6-dimethylpiperazin-1-yl)(4,7-dimethoxy-1H-indol-2-yl)methanone N1C=CC2=CC=C(C=C12)C(=O)N1C[C@H](N([C@@H](C1)C)C(=O)C=1NC2=C(C=CC(=C2C1)OC)OC)C